methyl (1r,4r)-2'-[2-({[tert-butyl(dimethyl)silyl]oxy}methyl)-3-oxopropyl]-4-(3-chloroanilino)-2',3'-dihydrospiro[cyclohexane-1,1'-indene]-4-carboxylate [Si](C)(C)(C(C)(C)C)OCC(CC1C2(C3=CC=CC=C3C1)CCC(CC2)(C(=O)OC)NC2=CC(=CC=C2)Cl)C=O